OC1=C(OC2=C(C=CC=C2)C2=NC(=NC(=N2)C2=C(C=CC=C2)OC2=C(C=C(C=C2)CCC(=O)OCC)O)C2=C(C=CC=C2)OC2=C(C=C(C=C2)CCC(=O)OCC)O)C=CC(=C1)CCC(=O)OCC 2,4,6-tris(2-hydroxy-4-ethoxycarbonylethylphenoxyphenyl)-1,3,5-triazine